1-azido-15-((5R,10S)-5-methyl-10,11-dihydro-5H-5,10-epiminodibenzo[a,d][7]annulen-12-yl)-3,6,9,12-tetraoxapentadecan-15-one N(=[N+]=[N-])CCOCCOCCOCCOCCC(=O)N1[C@]2(C3=C([C@@H]1CC1=C2C=CC=C1)C=CC=C3)C